ClC1=C(C=C(C=C1)N1CC2(C3=NC(=CC=C31)C(=O)N3CC(C(CC3)C(=O)O)(C)C)CCCC2)F 1-(1'-(4-chloro-3-fluorophenyl)-1',2'-dihydrospiro[cyclopentane-1,3'-pyrrolo[3,2-b]pyridine]-5'-carbonyl)-3,3-dimethylpiperidine-4-carboxylic acid